COC(=O)C1=NN(C(C=C1NN)=O)C1=C(C=CC=C1F)CC 4-hydrazino-1-(2-ethyl-6-fluorophenyl)-6-oxo-1,6-dihydropyridazine-3-carboxylic acid methyl ester